C(C)OC1=C(C(=CC=C1)F)C=1C=C2C(=CN1)NC(C2)=O 5-(2-Ethoxy-6-fluorophenyl)-1H-pyrrolo[2,3-c]pyridin-2(3H)-one